C1(=C(CCCC1)C(=O)[O-])C(=O)OC(CCC)C 1-ethyl-2-propyl cyclohex-1-ene-1,2-dicarboxylate